tert-butyl N-[6-[[5-(trifluoromethoxy)-2-pyridyl]amino]-1,3-benzothiazol-2-yl]carbamate FC(OC=1C=CC(=NC1)NC1=CC2=C(N=C(S2)NC(OC(C)(C)C)=O)C=C1)(F)F